(R)-4-chloromethyl-2,2-dimethyl-1,3-dioxolane ClC[C@@H]1OC(OC1)(C)C